8-(Benzyloxy)-7-(methoxycarbonyl)-4-phenyl-1,6-naphthyridine-5-carboxylic acid C(C1=CC=CC=C1)OC1=C(N=C(C=2C(=CC=NC12)C1=CC=CC=C1)C(=O)O)C(=O)OC